N1(C=NC=C1)C=1N=CC2=C(N1)C(N(C2)C(C)C)=O 2-(1H-imidazol-1-yl)-6-(propan-2-yl)-5,6-dihydro-7H-pyrrolo[3,4-d]pyrimidin-7-one